C1(O)=CC(O)=CC(O)=C1 Phloroglucinol